C1=NC(=CC2=CC=CC=C12)COC1=CC=CC(=N1)C1CCN(CC1)CC1=NC2=C(N1CC1OCC1)C=C(C=C2)C(=O)[O-] 2-((4-(6-(Isoquinolin-3-ylmethoxy)pyridin-2-yl)piperidin-1-yl)methyl)-1-(oxetan-2-ylmethyl)-1H-benzo[d]Imidazole-6-carboxylate